NC1=C(C=C(N=N1)C1=C(C=CC=C1)O)N1CCC2(CCN(C2)C2=CC(=NC=C2)C#CCN2CCCCCC2)CC1 2-[6-amino-5-[2-[2-[3-(azepan-1-yl)prop-1-ynyl]-4-pyridyl]-2,8-diazaspiro[4.5]decan-8-yl]pyridazin-3-yl]phenol